ClC1=C(C=C2C=C(N=CC2=C1)NC(=O)[C@H]1[C@@H](C1)C=1SC(=CC1)C)C1CCN(CC1)[C@@]1(COC[C@@H]1O)C (1R,2R)-N-(7-chloro-6-(1-((3R,4R)-4-hydroxy-3-methyltetrahydrofuran-3-yl)piperidin-4-yl)isoquinolin-3-yl)-2-(5-methylthiophen-2-yl)cyclopropane-1-carboxamide